CC1=NN=C(S1)C(C)N1CN=CC2=CC=CC=C12 N-[1-(5-methyl-1,3,4-thiadiazol-2-yl)ethyl]quinazolin